6-[(3aS,7aR)-6-Methyl-3,3a,4,5,7,7a-hexahydro-2H-pyrrolo[2,3-c]pyridin-1-yl]-3-(4-hydroxy-2,3-dihydrobenzofuran-5-yl)-4-methyl-1,2,4-triazin-5-one CN1C[C@H]2[C@@H](CC1)CCN2C=2C(N(C(=NN2)C=2C=CC1=C(CCO1)C2O)C)=O